3-(1H-imidazol-4-yl)-N-[2-(1H-imidazol-2-yl)ethyl]prop-2-enamide N1C=NC(=C1)C=CC(=O)NCCC=1NC=CN1